methyl methyl((S)-1-(((S)-2-(4-nitrophenyl)-1-(2-(2,2,2-trifluoroethyl)thiazol-4-yl)ethyl)amino)-1-oxo-3-(pyridin-4-yl)propan-2-yl)carbamate CN(C(OC)=O)[C@H](C(=O)N[C@@H](CC1=CC=C(C=C1)[N+](=O)[O-])C=1N=C(SC1)CC(F)(F)F)CC1=CC=NC=C1